2,4,6-triisopropylphenyl-1,10-phenanthroline iron triflate [O-]S(=O)(=O)C(F)(F)F.[Fe+2].C(C)(C)C1=C(C(=CC(=C1)C(C)C)C(C)C)C1=NC2=C3N=CC=CC3=CC=C2C=C1.[O-]S(=O)(=O)C(F)(F)F